3-[(Z)-2-(5-aminopyrazin-2-yl)-2-fluorovinyl]-4-(difluoromethoxy)benzoic acid NC=1N=CC(=NC1)/C(=C/C=1C=C(C(=O)O)C=CC1OC(F)F)/F